CC1=C(C=CC(=C1)C)N=C(C)C1=CC=CC(=N1)N 6-(1-((2,4-dimethylphenyl)imino)ethyl)pyridin-2-amine